N-(4-(dimethylamino)butyl)-6-[131I]iodopyridazine-3-carboxamide CN(CCCCNC(=O)C=1N=NC(=CC1)[131I])C